BrC=1SC2=C(C(=NNC2=O)C(C)C)N1 2-bromo-4-isopropylthiazolo[4,5-d]pyridazin-7(6H)-one